S1C=NC2=C1C=CC(=C2)CN(C(=O)[C@H]2N(CCC2)[S@](=O)(=NC)C2=CC=C(C=C2)C)C2CCC1(CC1(F)F)CC2 (S)-N-(Benzo[d]thiazol-5-ylmethyl)-N-((3R,6s)-1,1-difluorospiro[2.5]octan-6-yl)-1-((R)-N,4-dimethylphenylsulfonimidoyl)pyrrolidine-2-carboxamide